Cl.COC([C@@H](NCCCC)CC(=O)O)=O butyl-L-aspartic acid methyl ester hydrochloride